methyl (1r,4r)-methyl-4-formylcyclohexanecarboxylate CC1(CCC(CC1)C=O)C(=O)OC